FC1=CC=C(C=C1)N1C=CC2=CC=CC=C12 1-(4-fluorophenyl)-1H-indole